3-(3-methylaminophenyl)propionic acid ethyl ester C(C)OC(CCC1=CC(=CC=C1)NC)=O